C(C#CCCC)OC(CCCCCCC)=O octanoic acid hex-2-yn-1-yl ester